C(C)C1=NN=C2N1C1=C(C(=C(C=C1NC2(C)C)F)C2=C1C=NN(C1=CC=C2)C)C 1-ethyl-7-fluoro-4,4,9-trimethyl-8-(1-methyl-1H-indazol-4-yl)-5H-[1,2,4]triazolo[4,3-a]quinoxaline